[C@@H]12N(C[C@@H](NC1)CC2)C2=NC(=NC1=C(C(=C(C=C21)F)C2=CC(=CC1=CC=CC(=C21)CC)O)F)OC[C@]21CCCN1C[C@@H](C2)F 4-(4-((1S,4S)-2,5-diazabicyclo[2.2.2]octan-2-yl)-6,8-difluoro-2-(((2R,7aS)-2-fluorotetrahydro-1H-pyrrolizin-7a(5H)-yl)methoxy)quinazolin-7-yl)-5-ethylnaphthalen-2-ol